2-(((1,5-dimethyl-1H-1,2,4-triazol-3-yl)methoxy)methyl)-N-(1-methyl-1H-tetrazol-5-yl)-6-(trifluoromethyl)pyridine-3-thiocarboxamide CN1N=C(N=C1C)COCC1=NC(=CC=C1C(NC1=NN=NN1C)=S)C(F)(F)F